COC(=O)C1=CN(C=C1)C1COCC1N 1-(4-Aminotetrahydrofuran-3-yl)-1H-pyrrole-3-carboxylic acid methyl ester